BrC=1C(N(N(C(C1Br)=O)CC(=O)O)C)=O 2-(4,5-dibromo-2-methyl-3,6-dioxo-3,6-dihydropyridazin-1(2H)-yl)acetic acid